C(C)(C)(C)[Si](OCCN1C(C=C(C2=CC(=CC=C12)[N+](=O)[O-])NC(C)C1=NC=CC=N1)=O)(C)C 1-(2-((tertbutyldimethylsilyl)oxy)ethyl)-6-nitro-4-((1-(pyrimidin-2-yl)ethyl)amino)quinolin-2(1H)-one